ClC1=C(C(=NN1C)C1=NC(=CC=C1)OCC)C(=O)N1CCC2(CC1)CCN(CC2)CCC(C)(C)C (5-Chloro-3-(6-ethoxypyridin-2-yl)-1-methyl-1H-pyrazol-4-yl)(9-(3,3-dimethylbutyl)-3,9-diazaspiro[5.5]undecan-3-yl)methanone